3-amino-4-(7-chloro-1H-indazol-4-yl)-1H-1,7-phenanthrolin-2-one NC=1C(NC2=C3C=CC=NC3=CC=C2C1C1=C2C=NNC2=C(C=C1)Cl)=O